9-(1-methyl-1H-indol-5-yl)-3,4,6,7,8,9-hexahydropyrido[2,1-c][1,2,4]thiadiazine 2,2-dioxide CN1C=CC2=CC(=CC=C12)C1CCCN2C1=NS(CC2)(=O)=O